PYRIDO[2,3-D]PYRIMIDINE N1=CN=CC2=C1N=CC=C2